N[C@@H]1[C@@H](CCCCCC1)C1=CC2=NC(=CC(=C2S1)NCC=1SC=CC1)Cl 2-((1r,2s)-2-aminocyclooctyl)-5-chloro-N-(thiophen-2-ylmethyl)thieno[3,2-b]pyridin-7-amine